7-(6-(((1R,3S,5S)-1,5-dimethyl-8-azabicyclo[3.2.1]octan-3-yl)(methyl)amino)pyridazin-3-yl)-6-hydroxy-N-methylisoquinoline-3-carboxamide C[C@]12CC(C[C@](CC1)(N2)C)N(C2=CC=C(N=N2)C2=C(C=C1C=C(N=CC1=C2)C(=O)NC)O)C